Propan-2-yl 3-(pyrimidin-2-yl)-2-[({1-[4-(trifluoromethyl)phenyl]butyl}carbamoyl)oxy]propanoate N1=C(N=CC=C1)CC(C(=O)OC(C)C)OC(NC(CCC)C1=CC=C(C=C1)C(F)(F)F)=O